N1N=CC2=CC=C(C=C12)C1=NC(=NC(=N1)NC1(CC1)C1=NC=CC=C1)N 6-(1H-indazol-6-yl)-N2-[1-(2-pyridinyl)cyclopropyl]-1,3,5-triazine-2,4-diamine